OCCN1CCN(CC1)CCCO 3-[4-(2-hydroxy-ethyl)-piperazin-1-yl]-1-propanol